(3R)-3-[(1S)-2-[(4S)-4-benzyl-2-oxo-oxazolidin-3-yl]-1-[(3-bromophenyl)methyl]-2-oxo-ethyl]pyrrolidine-1-carboxylic acid tert-butyl ester C(C)(C)(C)OC(=O)N1C[C@H](CC1)[C@@H](C(=O)N1C(OC[C@@H]1CC1=CC=CC=C1)=O)CC1=CC(=CC=C1)Br